C(CCCCCCCC)[N+]1=CNC=C1 3-nonyl-imidazolium